1-(2-Fluoro-6-methyl-phenyl)-azetidin FC1=C(C(=CC=C1)C)N1CCC1